CC1=NC=C2N1CCNC2 3-methyl-5,6,7,8-tetrahydroimidazo[1,5-a]pyrazine